FC1=C(C(=C(C(=C1C1=C2C=CC(C(=C3C=CC(=C(C=4C=CC(=C(C5=CC=C1N5)C5=C(C(=C(C(=C5F)F)F)F)F)N4)C4=C(C(=C(C(=C4F)F)F)F)F)N3)C3=C(C(=C(C(=C3F)F)F)F)F)=N2)F)F)F)F tetrakis(pentafluorophenyl)porphine